5-fluoro-2-(pyrimidin-2-yl)benzoic acid FC=1C=CC(=C(C(=O)O)C1)C1=NC=CC=N1